CC1(COB(O1)C=1C=NC(=C(C(=O)NC)C1)OC)C 5-(5,5-dimethyl-1,3,2-dioxaborolan-2-yl)-2-methoxy-N-methylnicotinamide